tert-Butyl 3-(1H-pyrazol-4-yl)benzylcarbamate N1N=CC(=C1)C=1C=C(CNC(OC(C)(C)C)=O)C=CC1